N1=C(C=CC=C1)[C@@H](CC)N (1R)-1-(pyridin-2-yl)propan-1-amine